C(#N)C=1C(=C(C=CC1)C=1C2=C(C(=NC1)C(=O)Cl)OCCO2)C 8-(3-cyano-2-methylphenyl)-2,3-dihydro-[1,4]dioxino[2,3-c]pyridine-5-carbonyl chloride